N,N,N-trimethyl-N-2-hydroxypropylammonium 2-ethylhexanoate C(C)C(C(=O)[O-])CCCC.C[N+](CC(C)O)(C)C